C(C)OC(=O)[C@H]1NCC2(C1)CCN(CC2)C2=NC(=NC(=C2)O[C@@H](C(F)(F)F)C2=C(C=C(C=C2)Cl)C2=CC(=CC=C2)C2CC2)N.C(C)(=O)C2NC=CCC2 2-acetyltetrahydropyridine (S)-ethyl-8-(2-amino-6-((R)-1-(5-chloro-3'-cyclopropyl-[1,1'-biphenyl]-2-yl)-2,2,2-trifluoroethoxy)pyrimidin-4-yl)-2,8-diazaspiro[4.5]decane-3-carboxylate